ICC1=CC=C(C(=O)Br)C=C1 4-iodomethylbenzoyl bromide